C(C)(C)(C)OC(CC1(CCN(CC1)C1=C(C=C(C=C1F)NC1C(NC(CC1)=O)=O)Cl)O)=O.C(C1=CC=CC=C1)C1=C(OCCN2CCNCC2)C=CC(=C1)C 1-(2-(2-benzyl-4-methylphenoxy)ethyl)piperazine tert-butyl-2-[1-[2-chloro-4-[(2,6-dioxo-3-piperidyl)amino]-6-fluoro-phenyl]-4-hydroxy-4-piperidyl]acetate